5,5',6,6'-tetramethyl-3,3'-di-tert-butyl-1,1'-biphenyl-2,2'-diol CC1=CC(=C(C(=C1C)C=1C(=C(C=C(C1C)C)C(C)(C)C)O)O)C(C)(C)C